C(C)(C)(C)[Si](C)(C)OC1=CC=CC=2OC(OC21)(F)F tert-Butyl-((2,2-difluorobenzo[d][1,3]dioxol-4-yl)oxy)dimethylsilane